1-acetyl-4-(4-{[(2R,4S)-2-(2,4-dichlorophenyl)-2-(1H-imidazol-1-ylmethyl)-1,3-dioxolan-4-yl]methoxy}phenyl)piperazine C(C)(=O)N1CCN(CC1)C1=CC=C(C=C1)OC[C@@H]1O[C@@](OC1)(CN1C=NC=C1)C1=C(C=C(C=C1)Cl)Cl